C(C)O[SiH2]CC[SiH2]OCC 1,2-bis(ethoxysilyl)ethane